FC([C@H]1CN(CCC1)CC(=O)O)(F)F (R)-2-(3-(trifluoromethyl)piperidin-1-yl)acetic acid